2-(1-methylsulfonylethyl)aniline CS(=O)(=O)C(C)C1=C(N)C=CC=C1